C1(CCCC1)C1=NC=CC(=C1)C1=NOC(=N1)[C@H](C)NC(=O)C1=CC(=NN1C)C(F)(F)F (S)-N-(1-(3-(2-cyclopentylpyridin-4-yl)-1,2,4-oxadiazol-5-yl)ethyl)-1-methyl-3-(trifluoromethyl)-1H-pyrazole-5-carboxamide